(R)-2-(4-(3-(3-ethylphenyl)-1H-pyrazol-1-yl)-6-morpholinopyrimidin-2-yl)-2-methoxyethan-1-ol C(C)C=1C=C(C=CC1)C1=NN(C=C1)C1=NC(=NC(=C1)N1CCOCC1)[C@H](CO)OC